4-((5-bromo-4,6-dichloro-1H-benzo[d]imidazol-2-yl)methyl)-N-ethylbenzenesulfinamide BrC1=C(C2=C(NC(=N2)CC2=CC=C(C=C2)S(=O)NCC)C=C1Cl)Cl